N-(5-((5-chloro-4-((3-ethyl-2-(methylsulfonamido)phenyl)amino)pyrimidin-2-yl)amino)-2-((2-(dimethylamino)ethyl)(methyl)amino)-4-methoxyphenyl)acrylamide ClC=1C(=NC(=NC1)NC=1C(=CC(=C(C1)NC(C=C)=O)N(C)CCN(C)C)OC)NC1=C(C(=CC=C1)CC)NS(=O)(=O)C